methylenebisbenzylnaphthalene potassium [K].C=C(C1=CC=CC=C1)C1=C(C=CC2=CC=CC=C12)CC1=CC=CC=C1